4-(5-((4-((4-(3-aminopropyl)-6-chloro-2-methyl-2H-indazol-5-yl)amino)-2,6-dioxo-3-(2,4,5-trifluorobenzyl)-3,6-dihydro-1,3,5-triazin-1(2H)-yl)methyl)-1H-1,2,4-triazol-1-yl)butanoic acid NCCCC=1C2=CN(N=C2C=C(C1NC=1N(C(N(C(N1)=O)CC1=NC=NN1CCCC(=O)O)=O)CC1=C(C=C(C(=C1)F)F)F)Cl)C